racemic-trans-ethyl 3-(2,4-difluorophenyl)-2-hydroxybutanoate FC1=C(C=CC(=C1)F)C(C(C(=O)OCC)O)C